(5S,10R,10aR)-7,8,10-trifluoro-5-methyl-1,5,10,10a-tetrahydropyrrolo[1,2-b]isoquinolin-3(2H)-one FC=1C(=CC=2[C@H]([C@@H]3N([C@H](C2C1)C)C(CC3)=O)F)F